4'-diphenylphosphonooxybenzophenone oxime C1(=CC=CC=C1)OP(=O)(OC1=CC=CC=C1)OC1=CC=C(C=C1)C(C1=CC=CC=C1)=NO